C1(=CC=CC2=CC3=CC=CC=C3C=C12)[Ti](C)(C)C anthryl-trimethyl-titanium